2,2,2-trifluoro-N-[3-(4-piperidylmethyl)cyclobutyl]acetamide FC(C(=O)NC1CC(C1)CC1CCNCC1)(F)F